4-amino-3-methyl-1H-pyrazolo[4,3-c][1,7]naphthyridine-8-carboxylic acid NC1=NC=2C=NC(=CC2C2=C1C(=NN2)C)C(=O)O